ClCC1=NC2=CC=CC=C2C(N1C1=C(C=CC(=C1)SC)OC(C)C)=O 2-(chloromethyl)-3-(2-isopropoxy-5-(methylthio)phenyl)quinazolin-4(3H)-one